(8R,13S)-8,13-dimethyl-7,11,14-trioxa-5,19,20,23-tetraazatetracyclo[13.5.2.12,6.018,21]tricosa-1(20),2(23),3,5,15(22),16,18(21)-heptaene C[C@H]1OC2=NC=CC(C3=NNC=4C=CC(O[C@H](COCC1)C)=CC34)=N2